CN1C=NC(=C1N1N=C(N=C1)C1=CC(=NC=C1)C(F)(F)F)[N+](=O)[O-] 4-(1-(1-methyl-4-nitro-1H-imidazol-5-yl)-1H-1,2,4-triazol-3-yl)-2-(trifluoromethyl)pyridine